C1(=CC=CC2=CC=CC=C12)C=1C(=C(C2=CC=CC=C2C1)C1=CC=CC2=CC=CC=C12)C1=CC=CC2=CC=CC=C12 dinaphthyl-1,1'-binaphthyl